(R)-1-(6-cyanopyrazin-2-yl)-3-methoxy-N-(6-(5-methyl-6,7-dihydro-5H-pyrrolo[2,1-c][1,2,4]triazol-3-yl)pyridin-2-yl)-1H-pyrazole-4-carboxamide C(#N)C1=CN=CC(=N1)N1N=C(C(=C1)C(=O)NC1=NC(=CC=C1)C=1N2C(=NN1)CC[C@H]2C)OC